NN1C=NC(=C2N3C(N=C12)N(C(N3C)=O)CCN3CCN(CC3)C3=CC=C(C=C3)OCC3OCCC3)C=3OC=CC3 5-Amino-8-(2-furyl)-1-methyl-3-[2-[4-[4-(tetrahydrofuran-2-ylmethoxy)phenyl]piperazin-1-yl]ethyl]-[1,2,4]triazolo[5,1-f]purin-2-one